(S)-4-((2-(2,2-difluoroethoxy)ethyl)(4-(5,6,7,8-tetrahydro-1,8-naphthyridin-2-yl)butyl)amino)-2-(3-(trifluoromethyl)picolinamido)butanoic acid FC(COCCN(CC[C@@H](C(=O)O)NC(C1=NC=CC=C1C(F)(F)F)=O)CCCCC1=NC=2NCCCC2C=C1)F